FC1(CN(CCO1)C1=NN=C(O1)C=1C=CC2=C(NC(CCS2)=O)C1)F 7-[5-(2,2-difluoromorpholin-4-yl)-1,3,4-oxadiazol-2-yl]-4-oxo-2,3-dihydro-1,5-benzothiazepine